4-tert-butyl-phenol C(C)(C)(C)C1=CC=C(C=C1)O